5-bromo-3-(cyanomethyl)-1H-pyrrolo[2,3-b]pyridine-1-carboxylic acid tert-butyl ester C(C)(C)(C)OC(=O)N1C=C(C=2C1=NC=C(C2)Br)CC#N